2-O-(α-D-gluco-pyranosyl)-sn-glycerol [C@H]1([C@H](O)[C@@H](O)[C@H](O)[C@H](O1)CO)OC(CO)CO